N-Cyclohexyl-N-methyl-4-(1-oxido-3-pyridinyl)-1H-imidazole-1-carboxamide C1(CCCCC1)N(C(=O)N1C=NC(=C1)C=1C=[N+](C=CC1)[O-])C